7-(6-(difluoromethoxy)pyridin-2-yl)benzo[d]thiazol-2-amine FC(OC1=CC=CC(=N1)C1=CC=CC=2N=C(SC21)N)F